CS(=O)(=O)O[C@@H]1CC[C@H](CC1)NC(=O)OC(C)(C)C trans-[4-(tert-butoxycarbonylamino) cyclohexyl] methanesulfonate